C1(CC1)C1=NC=NC(=C1C=1N=C(C2=C(N1)CSC2)OCC2=CC=C(C=C2)C=2N(C=C(N2)C(F)(F)F)C)OC 2-(4-cyclopropyl-6-methoxy-pyrimidin-5-yl)-4-[[4-[1-methyl-4-(trifluoromethyl)imidazol-2-yl]phenyl]methoxy]-5,7-dihydrothieno[3,4-d]pyrimidine